N-(3-cyano-4-methyl-1H-indol-7-yl)-4-(1H-1,2,3-triazol-1-yl)benzenesulfonamide C(#N)C1=CNC2=C(C=CC(=C12)C)NS(=O)(=O)C1=CC=C(C=C1)N1N=NC=C1